FC=1C=C(C=CC1F)S(=O)(=O)N1CCN(CC1)C[C@H](C)NC1=NC=NC2=C(C=CC=C12)C=1C=NC=CC1 N-[(2S)-1-[4-(3,4-difluorobenzenesulfonyl)piperazin-1-yl]propan-2-yl]-8-(pyridin-3-yl)quinazolin-4-amine